ClC=1C=C(C=C(C1)F)C1N2C(C3=CC=CC=C13)=CN=C2 5-(3-chloro-5-fluorophenyl)-5H-imidazo[5,1-a]isoindole